2,3-difluoro-2-methylbenzamide FC1(C(C(=O)N)C=CC=C1F)C